CN(C)C1=C(C(=O)OCCOCCCC)C=CC=C1 2-n-butoxyethyl (dimethylamino)benzoate